FC(/C(=C\C(F)(F)F)/Cl)(F)F E-1,1,1,4,4,4-hexafluoro-2-chloro-2-butene